N1CCC(CC1)O trans-4-Piperidinol